(2-((1-((dimethylamino)methyl)cyclopropyl)methoxy)-4-(2-(2-hydroxypropyl)azepan-1-yl)-5,7-dihydro-6H-pyrrolo[3,4-d]pyrimidin-6-yl)(3-hydroxy-8-iodonaphthalen-1-yl)methanone CN(C)CC1(CC1)COC=1N=C(C2=C(N1)CN(C2)C(=O)C2=CC(=CC1=CC=CC(=C21)I)O)N2C(CCCCC2)CC(C)O